ClC=1C=NC=CC1CNC1=NC=NC2=C(C=C(C=C12)C1=CC=C(C=C1)F)OC N-[(3-Chloro-4-pyridyl)methyl]-6-(4-fluorophenyl)-8-methoxy-quinazolin-4-amine